6-(4-(4-cyano-3-fluorophenyl)-5-hydroxy-1H-pyrazol-1-yl)nicotinic acid C(#N)C1=C(C=C(C=C1)C=1C=NN(C1O)C1=NC=C(C(=O)O)C=C1)F